rel-3-(3,4-difluoro-2-methoxyphenyl)-N-(2-(1,2-dihydroxyethyl)pyridin-4-yl)-4,5,5-trimethyltetrahydrofuran-2-carboxamide FC=1C(=C(C=CC1F)C1C(OC(C1C)(C)C)C(=O)NC1=CC(=NC=C1)C(CO)O)OC